C(C)(C)(C)C1=CC=C(C=C1)N(C(=O)C1NCC(C1)OC1=CC=CC=C1)C(C(=O)NC1CCCCC1)C=1C=NC=CC1 N-(4-tert-butylphenyl)-N-[2-(cyclohexylamino)-2-oxo-1-(3-pyridyl)ethyl]-4-phenoxy-pyrrolidine-2-carboxamide